tert-butyl (2R,5S)-4-(2-(methoxymethyl)-5-methyl-6-oxo-5,6-dihydroimidazo[1,2-b]pyridazin-8-yl)-2,5-dimethylpiperazine-1-carboxylate COCC=1N=C2N(N(C(C=C2N2C[C@H](N(C[C@@H]2C)C(=O)OC(C)(C)C)C)=O)C)C1